3-(2-Methyl-4-oxo-10-(pyridin-4-ylmethoxy)-5,6-dihydro-2H-2,6-methanobenzo[g][1,3,5]oxadiazocin-3(4H)-yl)-N-(4-methylphenethyl)benzamid CC12OC3=C(C(NC(N1C=1C=C(C(=O)NCCC4=CC=C(C=C4)C)C=CC1)=O)C2)C=CC=C3OCC3=CC=NC=C3